FC1=CC=C(C=C1)N1N=CC2=CC=C(C=C12)OC 1-(4-fluorophenyl)-6-methoxy-1H-indazol